(3E,5E)-5-methyl-7-(2,6,6-trimethylcyclohex-1-en-1-yl)hepta-3,5-dien-2-one C/C(/C=C/C(C)=O)=C\CC1=C(CCCC1(C)C)C